N-Methyl-3-((4-((2-methyl-4-phenylthiazol-5-yl)oxy)pyridin-2-yl)amino)benzenesulfonamide CNS(=O)(=O)C1=CC(=CC=C1)NC1=NC=CC(=C1)OC1=C(N=C(S1)C)C1=CC=CC=C1